4,4-dihydroxydiphenylmethane C1=CC(=CC=C1CC2=CC=C(C=C2)O)O